[Li+].[Si]([O-])([O-])(O)O.[Li+] lithium orthosilicate lithium